C(N)(=O)[C@@H]1C[C@@]2(CN1C([C@H](CC1CC1)N(C(OCCCC)=O)C)=O)C(NC1=C(O2)C=C(C=C1F)F)=O butyl ((S)-1-((2R,5'S)-5'-carbamoyl-5,7-difluoro-3-oxo-3,4-dihydrospiro[benzo[b][1,4]oxazine-2,3'-pyrrolidin]-1'-yl)-3-cyclopropyl-1-oxopropan-2-yl)(methyl)carbamate